C(C)C1(NC(N(C(C1)=O)[C@@H]1[C@](OC2=C1C=C(C=C2)C(=O)N[C@@H]2[C@H](CCC1=CC=CC=C21)O)(C)COC)=N)CC (2R,3S)-3-(4,4-diethyl-2-imino-6-oxo-hexahydropyrimidin-1-yl)-N-[(1S,2S)-2-hydroxytetralin-1-yl]-2-(methoxymethyl)-2-methyl-3H-benzofuran-5-carboxamide